3-(4-hydroxyphenyl)-4-(4-methoxyphenyl)-8-methylchroman-7-ol OC1=CC=C(C=C1)C1COC2=C(C(=CC=C2C1C1=CC=C(C=C1)OC)O)C